Sodium (2S)-[(N-{N-[(benzyloxy)carbonyl]glycyl}-L-alaninyl)amino]-1-hydroxy-3-(2-propanyl)propane-1-sulfonate C(C1=CC=CC=C1)OC(=O)NCC(=O)N[C@@H](C)C(=O)NC(CCC(C)C)(S(=O)(=O)[O-])O.[Na+]